NC1=NC=2C=CC=C(C2C2=C1N=C(N2C)COCC)OCCCNC(C)=O N-(3-((4-amino-2-(ethoxymethyl)-1-methyl-1H-imidazo[4,5-c]quinolin-9-yl)oxy)propyl)acetamide